Cl.ClC=1C(=C(C(=O)O)C=CC1)CC12CCCCC2=NC2=CC=CC=C12 3-chloro-2-((1,2,3,4-tetrahydro-4aH-carbazol-4a-yl)methyl)benzoic acid HCl